2-Chloro-4-(1-(3-hydroxy-4-(trifluoromethyl)phenyl)-1H-indazol-5-yl)phenol ClC1=C(C=CC(=C1)C=1C=C2C=NN(C2=CC1)C1=CC(=C(C=C1)C(F)(F)F)O)O